CC1(C(N(C1)CCCNC1=NC(=NC=C1C(F)(F)F)NC=1C(=NN(C1)C1CN(CC1)C)C)=O)C 3,3-dimethyl-1-(3-((2-((3-methyl-1-(1-methylpyrrolidin-3-yl)-1H-pyrazol-4-yl)amino)-5-(trifluoromethyl)pyrimidin-4-yl)amino)propyl)azetidin-2-one